Trioctyl Trimellitat C(C=1C(C(=O)OCCCCCCCC)=CC(C(=O)OCCCCCCCC)=CC1)(=O)OCCCCCCCC